FC(CC[Si](OC)(OC)C)(F)F (3,3,3-trifluoropropyl)-methyldimethoxysilane